Br[C@H]1[C@@H](C[C@@H](CC1)C(=O)O)O (1R,3R,4R)-4-bromo-3-hydroxy-cyclohexanecarboxylic acid